C1(=CC=CC=C1)C1C(C1)NC(=O)N1CCC(CC1)=CC1=CC(=CC=C1)OC1=NC=CC=N1 4-[3-(pyrimidin-2-yloxy)-benzylidene]-piperidine-1-carboxylic acid (2-phenyl-cyclopropyl)-amide